ClCC(=O)NNC(=O)C1=NC=C(C=C1)C1CCCC1 N'-(2-chloroacetyl)-5-cyclopentylpyridine-2-carbohydrazide